Cl.N1CCC(CC1)C1=CC=CC(=N1)OCC1=CC=C(C2=C1SC=C2)C#N 7-(((6-(piperidin-4-yl)pyridin-2-yl)oxy)methyl)benzo[b]thiophene-4-carbonitrile hydrochloride